FC=1C=C(OCCCC(C(=O)N2CCN(CC2)S(=O)(=O)C2=CC(=CC=C2)F)(C)C)C=CC1F 5-(3,4-Difluorophenoxy)-1-(4-((3-fluorophenyl)sulfonyl)piperazin-1-yl)-2,2-dimethylpentan-1-one